C(C1=CC=CC=C1)(=O)OC(NC(CC1=CC=C(C=C1)N(C(=O)C1CCCC1)CC1=CC(=CC=C1)C)=O)CC ethyl-((2-(4-(N-(3-methylbenzyl) cyclopentanecarboxamido) phenyl) acetamido) methyl) benzoate